(R)-7-chloro-1-((2S,3S,4R,5R)-3,4-dihydroxy-5-(4-methyl-7H-pyrrolo[2,3-d]pyrimidin-7-yl)tetrahydrofuran-2-yl)-1,5-dihydrobenzo[e][1,3]dioxepin-3-one ClC1=CC2=C([C@@H](OC(OC2)=O)[C@H]2O[C@H]([C@@H]([C@@H]2O)O)N2C=CC3=C2N=CN=C3C)C=C1